5-[3-methoxy-4-(2-methylprop-2-enoyloxy)phenyl]pent-4-enoic acid COC=1C=C(C=CC1OC(C(=C)C)=O)C=CCCC(=O)O